CC1(OC2=C(C1)C(=CC=C2)C2=CC(=C(OCCCC(=O)O)C=C2)F)C 4-[4-(2,2-dimethyl-2,3-dihydro-benzofuran-4-yl)-2-fluorophenoxy]-butyric acid